C(C)OC(=O)C1=CN=C(N=N1)N.BrCCCCCCCCCCNC(C(C1=C(NC2=CC=CC=C12)C1=CC=CC=C1)=O)=O N-(10-bromodecyl)-2-oxo-2-(2-phenyl-1H-indol-3-yl)acetamide ethyl-3-amino-1,2,4-triazine-6-carboxylate